CC1(C(C(CCC1)=C)C(C(=CC)C)=O)C 1-(2,2-dimethyl-6-methylenecyclohexyl)-2-methylbut-2-en-1-one